Cl.N[C@@H](CN1C=2C(CC(C1)(F)F)=C(SC2C(=O)OC)Br)CO methyl (s)-1-(2-amino-3-hydroxypropyl)-5-bromo-3,3-difluoro-1,2,3,4-tetrahydrothieno[3,4-b]pyridine-7-carboxylate hydrochloride